(R)-2-([2,3'-bipyridinyl]-5-yl)-N-(5-chloro-4-(6,6-dimethyl-6,7-dihydro-5H-pyrrolo[1,2-a]imidazol-3-yl)pyridin-2-yl)propionamide N1=C(C=CC(=C1)[C@H](C(=O)NC1=NC=C(C(=C1)C1=CN=C2N1CC(C2)(C)C)Cl)C)C=2C=NC=CC2